N1[C@@H](CCC1)C(=O)O.N1C=NC=C1 imidazole proline salt